FC(CN1C(N(CC=2C1=NC(=NC2)NC2=CC=C(C=C2)N2CCN(CC2)C)C2CCN(C1=C(C=CC=C21)OC)C(=O)OC(C)(C)C)=O)F tert-butyl 4-[1-(2,2-difluoroethyl)-7-[4-(4-methylpiperazin-1-yl)anilino]-2-oxo-4H-pyrimido[4,5-d]pyrimidin-3-yl]-8-methoxy-3,4-dihydro-2H-quinoline-1-carboxylate